CN1C=C(C=C1C(C(N[C@H](C(F)(F)F)C)=O)=O)C(=O)O (S)-1-methyl-5-(2-oxo-2-((1,1,1-trifluoroprop-2-yl)amino)acetyl)-1H-pyrrole-3-carboxylic acid